O1SCC=C1 4-Oxathiolene